C(C(=C)C)(=O)O.C1(=CC=CC=C2C=CC=CC=C12)C1=CC=CC=C2C=CC=CC=C12 biheptalenyl methacrylate